rel-(S)-4-(5-(6-(difluoromethyl)-4-(trifluoromethoxy)pyridin-2-yl)-5-(trifluoromethyl)-4,5-dihydroisoxazol-3-yl)-2-methyl-N-(2-oxo-2-((2,2,2-trifluoroethyl)amino)ethyl)benzamide FC(C1=CC(=CC(=N1)[C@@]1(CC(=NO1)C1=CC(=C(C(=O)NCC(NCC(F)(F)F)=O)C=C1)C)C(F)(F)F)OC(F)(F)F)F |o1:8|